O=C1OC2=CC(=CC=C2C(=C1)C1=C(C=CC=C1)C)NCC(=O)O (2-oxo-4-(o-tolyl)-2H-chromen-7-yl)glycine